ClC1=CC=C(C(=O)OC2=CC(CC(C2)(C)C)=O)C=C1 5,5-dimethyl-3-oxocyclohex-1-en-1-yl 4-chlorobenzoate